(R)-2-((4-(hydroxyimino)-1-oxo-1,4-dihydronaphthalen-2-yl)amino)-3-phenyl-N-(3,5-dimethoxyphenyl)-propionamide ON=C1C=C(C(C2=CC=CC=C12)=O)N[C@@H](C(=O)NC1=CC(=CC(=C1)OC)OC)CC1=CC=CC=C1